O.[Br-].[In+3].[Br-].[Br-] indium bromide hydrate